4-((1,3-dichloropropan-2-yl)oxy)-phenylalanine ClCC(CCl)OC1=CC=C(C[C@H](N)C(=O)O)C=C1